5-(3-hydroxy-3-methyl-2-oxoindolin-1-yl)nicotinaldehyde OC1(C(N(C2=CC=CC=C12)C=1C=NC=C(C=O)C1)=O)C